C(CCCCCCC)NCCCCCCCC Din-Octylamin